CC1(OB(OC1(C)C)C1=C(C=CC=C1)C1=CC(=CC=C1)N1C(C2=CC=CC(=C2C1)C(F)(F)F)=O)C 2-(2'-(4,4,5,5-Tetramethyl-1,3,2-dioxaborolan-2-yl)-[1,1'-biphenyl]-3-yl)-4-(trifluoromethyl)isoindolin-1-one